CC1OC2(CC1)C(CCCC2(C)C)C 2,6,10,10-tetramethyl-1-oxaspiro[4.5]decan